Butoxy-N-(1-(methylsulfonyl)piperidin-4-yl)-6-(1H-pyrazol-4-yl)-[1,2,4]triazolo[1,5-a]pyrazin-2-amine C(CCC)OC1=C(N=CC=2N1N=C(N2)NC2CCN(CC2)S(=O)(=O)C)C=2C=NNC2